NC1=NNC(C2=C1N(C=C2[C@H]2CN(CC2)C(C#CC)=O)C2=CC=C(C=C2)OC2=C(C=CC=C2F)F)=O (S)-7-amino-3-(1-(but-2-ynoyl)pyrrolidin-3-yl)-1-(4-(2,6-difluorophenoxy)phenyl)-1,5-dihydro-4H-pyrrolo[2,3-d]pyridazin-4-one